CC(N(C(O)=O)COC=1C(=C(C=C(C1)CCCCC)OCN(C(=O)OC(CNCC1=CC(=CC(=C1)C)Cl)C1=C(C=CC(=C1)OC)OC)C)CC=C(CCC=C(C)C)C)C 2-((3-chloro-5-methylbenzyl)amino)-1-(2,5-dimethoxyphenyl)ethan-1-ol dimethyl-(((2-(3,7-dimethylocta-2,6-dien-1-yl)-5-pentyl-1,3-phenylene)bis(oxy))bis(methylene))bis(methylcarbamate)